[N+](=O)([O-])C1=CC(=C(C(=O)OC2CCCC2)C=C1)C=1N=NNN1 cyclopentyl 4-nitro-2-(2H-tetrazol-5-yl)benzoate